rac-(1R,2S)-2-phenylcyclopentyl N-{[2-(2,6-dioxopiperidin-3-yl)-3-oxo-2,3-dihydro-1H-isoindol-5-yl]methyl}carbamate O=C1NC(CCC1N1CC2=CC=C(C=C2C1=O)CNC(O[C@H]1[C@@H](CCC1)C1=CC=CC=C1)=O)=O |r|